FC(C1=NN=C(O1)C1=CC(=C(C=C1)CN1N=NC(=C1)C1=CC2=C(N(C(=N2)N)C)C=C1)F)F 5-[1-[[4-[5-(Difluoromethyl)-1,3,4-oxadiazol-2-yl]-2-fluorophenyl]methyl]triazol-4-yl]-1-methylbenzimidazol-2-amine